The molecule is a cardenolide glycoside that is the 7,8-dehydroderivative of cerberin. Isolated from Cerbera manghas, it exhibits cytotoxic activity. It has a role as a metabolite and an antineoplastic agent. It is an acetate ester, a cardenolide glycoside and a monosaccharide derivative. C[C@H]1[C@@H]([C@H]([C@@H]([C@@H](O1)O[C@H]2CC[C@@]3([C@H]4CC[C@@]5([C@H](CC[C@@]5(C4=CC[C@@H]3C2)O)C6=CC(=O)OC6)C)C)OC(=O)C)OC)O